5-(2-(4-((Dimethylamino)methyl)-3,5-difluorophenyl)-1H-pyrrolo[2,3-b]pyridin-4-yl)-1H-indazol-3-amine CN(C)CC1=C(C=C(C=C1F)C1=CC=2C(=NC=CC2C=2C=C3C(=NNC3=CC2)N)N1)F